C(CCC)OC(=O)CCCCCCCCCCCCCCCCCOC=1C2=CC=CC=C2C(=C2C=CC=CC12)OCCCCCCCCCCCCCCCCCC(=O)OCCCC 9,10-bis(n-butoxycarbonylheptadecyleneoxy)anthracene